(2S,4R)-1-((R)-2-(7-aminoheptanoylamino)-3-((6-aminohexyl)thio)-3-methylbutyryl)-4-hydroxy-N-(4-(4-methylthiazol-5-yl)benzyl)pyrrolidine-2-carboxamide NCCCCCCC(=O)N[C@H](C(=O)N1[C@@H](C[C@H](C1)O)C(=O)NCC1=CC=C(C=C1)C1=C(N=CS1)C)C(C)(C)SCCCCCCN